trans-3-(1H-indol-3-yl)-1-(2-pyridinyl)-2-propen-1-one N1C=C(C2=CC=CC=C12)/C=C/C(=O)C1=NC=CC=C1